2-chloro-4-methoxy-2'-methyl-spiro[4,5-dihydrothieno[2,3-c]pyran-7,4'-piperidine] (trifluoroacetate) FC(C(=O)O)(F)F.ClC1=CC2=C(S1)C1(CC(NCC1)C)OCC2OC